tert-butyl ((6-(4-chloro-1H-pyrazol-1-yl) pyridin-3-yl)methyl)carbamate ClC=1C=NN(C1)C1=CC=C(C=N1)CNC(OC(C)(C)C)=O